8-(3-methoxy-2,6-dimethylphenyl)-6-(1-methyl-1H-pyrazol-4-yl)pyrido[3,4-d]pyrimidin-4(3H)-one COC=1C(=C(C(=CC1)C)C1=NC(=CC2=C1N=CNC2=O)C=2C=NN(C2)C)C